(S)-4-(2-hydroxyethyl)-1-(5-(4-phenyl-3,4-dihydro-1H-benzo[4,5]imidazo[2,1-c][1,4]oxazin-7-yl)pyrimidin-2-yl)piperidin-4-ol OCCC1(CCN(CC1)C1=NC=C(C=N1)C1=CC2=C(N=C3COC[C@@H](N32)C3=CC=CC=C3)C=C1)O